2-(2-{[5-(4-chlorophenyl)-4-methyl-4H-1,2,4-triazol-3-yl]sulfanyl}acetamido)-4H,5H,6H-cyclopenta[b]thiophene-3-carboxamide ClC1=CC=C(C=C1)C=1N(C(=NN1)SCC(=O)NC1=C(C2=C(S1)CCC2)C(=O)N)C